ClC1=CC=C2C(=CNC2=C1)S(=O)(=O)NC1=CC=2C(=NON2)C=C1F 6-chloro-N-(6-fluoro-2,1,3-benzooxadiazol-5-yl)-1H-indole-3-sulfonamide